CC(CC(=O)NCC(=O)O)(C)C 2-(3,3-dimethylbutanamido)acetic acid